racemic-4-(Methylsulfinyl)butyl isothiocyanate C[S@@](=O)CCCCN=C=S |r|